COC=1C=CC2=C(N(C=N2)CC2=CC=C(S2)C2=NOC(=N2)C(F)(F)F)C1 3-[5-[(6-methoxybenzimidazol-1-yl)methyl]-2-thienyl]-5-(trifluoromethyl)-1,2,4-oxadiazole